C(CCC)N1C(N(C(C(C1=O)=C1SCCCS1)=O)C1CCC2(CN(C2)C(=O)OC(C)(C)C)CC1)=O tert-Butyl 7-(3-butyl-5-(1,3-dithian-2-ylidene)-2,4,6-trioxotetrahydropyrimidin-1(2H)-yl)-2-azaspiro[3.5]nonane-2-carboxylate